1,3,5-trioxahexane OCOCOC